(triisopropylsilyl) (methyl) maleate C(\C=C/C(=O)OC)(=O)O[Si](C(C)C)(C(C)C)C(C)C